ClC1=C(OC=2NCC(=CN2)C2=C(C=CC=C2Cl)Cl)C(=CC=C1F)F 2-(2-chloro-3,6-difluorophenoxy)-5-(2,6-dichlorophenyl)-6H-pyrimidine